tert-butyl (2-(3-ethoxy-1-fluoronaphthalen-2-yl)ethyl)carbamate C(C)OC=1C(=C(C2=CC=CC=C2C1)F)CCNC(OC(C)(C)C)=O